5-methyl-N-((S)-5-methyl-4-oxo-2,3,4,5-tetrahydrobenzo[b][1,4]oxazepin-3-yl)-4,5,7,8-tetrahydro-1H-oxepino[4,5-c]pyrazole-3-carboxamide CC1CC2=C(NN=C2C(=O)N[C@@H]2C(N(C3=C(OC2)C=CC=C3)C)=O)CCO1